rel-tert-butyl (R)-3-(4-((3-methyl-4-((1-methyl-1H-benzo[d]imidazol-5-yl)oxy)phenyl)amino)pyrido[3,2-d]pyrimidin-6-yl)azepane-1-carboxylate CC=1C=C(C=CC1OC1=CC2=C(N(C=N2)C)C=C1)NC=1C2=C(N=CN1)C=CC(=N2)[C@H]2CN(CCCC2)C(=O)OC(C)(C)C |o1:29|